n-butyl-(trimethylsilyloxy)[(dimethylsiloxy)dimethylsiloxy]silane C(CCC)[SiH](O[Si](C)(C)O[SiH](C)C)O[Si](C)(C)C